C(CCCCCC(C)(C)C)(=O)[O-].[Zr+4].C(CCCCCC(C)(C)C)(=O)[O-].C(CCCCCC(C)(C)C)(=O)[O-].C(CCCCCC(C)(C)C)(=O)[O-] Zirconium(IV) neodecanoate